CC1(OB(OC1(C)C)C=1C=CC(=C(C#N)C1)OC(F)(F)F)C 5-(4,4,5,5-tetramethyl-1,3,2-dioxaborolan-2-yl)-2-(trifluoromethoxy)benzonitrile